S(=O)(=O)(O)O.N[C@H](C=1NC(C2=C(N1)C=C(S2)C2=C(C=NC=C2)F)=O)C2CC2 (S)-2-(amino(cyclopropyl)methyl)-6-(3-fluoropyridin-4-yl)thieno[3,2-d]pyrimidin-4(3H)-one sulfate